(R)-4-((2-hydroxyethyl)amino)-N-(3'-(5-(((R)-3-hydroxypyrrolidin-1-yl)methyl)picolinamido)-2,2'-dimethyl-[1,1'-biphenyl]-3-yl)-4,5,6,7-tetrahydropyrazolo[1,5-a]pyridine-2-carboxamide OCCN[C@H]1C=2N(CCC1)N=C(C2)C(=O)NC=2C(=C(C=CC2)C2=C(C(=CC=C2)NC(C2=NC=C(C=C2)CN2C[C@@H](CC2)O)=O)C)C